N-(3-(5-methyl-3-nitro-4-(1-oxo-1,2,3,4-tetrahydroisoquinolin-6-yl)-1H-pyrazol-1-yl)phenyl)acrylamide CC1=C(C(=NN1C=1C=C(C=CC1)NC(C=C)=O)[N+](=O)[O-])C=1C=C2CCNC(C2=CC1)=O